4-(3,8-Diazabicyclo[3.2.1]octan-8-yl)-2-hydroxybenzaldehyde C12CNCC(CC1)N2C2=CC(=C(C=O)C=C2)O